4,8-Bis(3,5-dioctyl-2-thienyl)-2,6-bis(4,4,5,5-tetramethyl-1,3,2-dioxaborolan-2-yl)benzo[1,2-b:4,5-b']dithiophene C(CCCCCCC)C1=C(SC(=C1)CCCCCCCC)C1=C2C(SC(=C2)B2OC(C(O2)(C)C)(C)C)=C(C2=C1SC(=C2)B2OC(C(O2)(C)C)(C)C)C=2SC(=CC2CCCCCCCC)CCCCCCCC